C(#N)C1=CC(=NC=C1)N1C=C(C=2C1=NC=CC2N2C[C@H](N(C[C@@H]2C)C(=O)OC(C)(C)C)C)C2=C(C=CC=C2)F tert-Butyl (2R,5S)-4-(1-(4-cyanopyridin-2-yl)-3-(2-fluorophenyl)-1H-pyrrolo[2,3-b]pyridin-4-yl)-2,5-dimethylpiperazine-1-carboxylate